OC(C#CC=1C2=C(C(N(C1)C)=O)NC(=C2C(=O)OCC2CC2)C)(C)C cyclopropylmethyl 4-(3-hydroxy-3-methyl-but-1-ynyl)-2,6-dimethyl-7-oxo-1H-pyrrolo[2,3-c]pyridine-3-carboxylate